CC1(OB(OC1(C)C)C1=CC=C(C2=C1OCO2)C#N)C 7-(4,4,5,5-tetramethyl-1,3,2-dioxaborolan-2-yl)-1,3-benzodioxole-4-carbonitrile